ClC=1C=C(C=CC1)C1(CC1)C=1NC(C=2CN(CCCC2N1)C(C(C1=C(C=CC=C1)OC1=CC=CC=C1)O)=O)=O 2-(1-(3-chlorophenyl)cyclopropyl)-6-(2-hydroxy-2-(2-phenoxyphenyl)acetyl)-3,5,6,7,8,9-hexahydro-4H-pyrimido[5,4-c]azepin-4-one